monoethyl furandicarboxylate O1C(=C(C=C1)C(=O)[O-])C(=O)OCC